OC=1N(N=C2C(=CC(=CC12)C(F)(F)F)C(=O)OC)COC methyl 3-hydroxy-2-(methoxymethyl)-5-(trifluoromethyl)indazole-7-carboxylate